The molecule is a polyazaalkane that is the 1,5,9,13,17-pentaaza derivative of heptodecane. It has a role as a marine metabolite. It is a polyazaalkane, a primary amino compound and a secondary amino compound. It is a conjugate base of a caldopentamine(4+). C(CN)CNCCCNCCCNCCCN